(3S,4R)-4-{[5-fluoro-7-(pyridin-2-yl)pyrrolo[2,1-f][1,2,4]triazin-2-yl]amino}oxan-3-ol FC=1C=C(N2N=C(N=CC21)N[C@H]2[C@@H](COCC2)O)C2=NC=CC=C2